2-chloro-N-(4-methoxy-2-nitrophenyl)acetamide 1-Ethoxy-3-methyl-1-oxobut-3-en-2-yl-5-[2-chloro-4-(trifluoromethyl)phenoxy]-2-nitrobenzoat C(C)OC(C(C(=C)C)OC(C1=C(C=CC(=C1)OC1=C(C=C(C=C1)C(F)(F)F)Cl)[N+](=O)[O-])=O)=O.ClCC(=O)NC1=C(C=C(C=C1)OC)[N+](=O)[O-]